FC1=CC=C(OC=2N=CC(=NC2)N2CCC3([C@@H](C=4N(N=CC4)C3)N)CC2)C=C1 (S)-1-(5-(4-fluorophenoxy)pyrazin-2-yl)-4'h,6'h-spiro[piperidine-4,5'-pyrrolo[1,2-b]pyrazol]-4'-amine